CC=C(C(=O)N)N1C(OCCC1)=O methyl-2-(2-oxo-1,3-oxazinan-3-yl)propenamide